3-methyl-5-[6-(trifluoromethyl)pyridazin-3-yl]triazol CN1N=NC(=C1)C=1N=NC(=CC1)C(F)(F)F